2-Bromodipyrrolo[3,2,1-de:3',2',1'-kl]phenazine BrC1=CN2C3=C1C=CC=C3N3C1=C(C=CC=C21)C=C3